The molecule is an aldehyde resulting from the oxidation of the primary hydroxy group of paromamine to the corresponding aldehyde. It is an aminoglycoside, a primary amino compound, a triamine and an aldehyde. It derives from a paromamine. It is a conjugate base of a 6'-oxoparomamine(3+). C1[C@H]([C@@H]([C@H]([C@@H]([C@H]1N)O[C@@H]2[C@@H]([C@H]([C@@H]([C@H](O2)C=O)O)O)N)O)O)N